FC=1C(=C(C=CC1)NN1C(=CC=2C(NCCC21)=O)C2=C(C=NC=C2)C#CC2(COC2)C)OC [(3-fluoro-2-methoxyphenyl)amino]-2-[3-[2-(3-methyloxetan-3-yl)ethynyl]pyridin-4-yl]-1H,5H,6H,7H-pyrrolo[3,2-c]pyridin-4-one